2-((R)-1-(8,8-difluoro-2-((S)-2-methylazetidin-1-yl)-5,6,7,8-Tetrahydroquinazolin-4-yl)pyrrolidin-3-yl)acetic acid FC1(CCCC=2C(=NC(=NC12)N1[C@H](CC1)C)N1C[C@H](CC1)CC(=O)O)F